xylenesulfonyl-propionyl-benzamide C1(C(C=CC=C1)C)(C)S(=O)(=O)C=1C(=C(C(=O)N)C=CC1)C(CC)=O